N1(N=CC=C1)C=1C=NC=2CCN(CC2C1)C1=C(C=C(N=N1)C(=O)N1CC(C1)Cl)C (6-(3-(1H-pyrazol-1-yl)-7,8-dihydro-1,6-naphthyridin-6(5H)-yl)-5-methylpyridazin-3-yl)(3-chloroazetidin-1-yl)methanone